OC1(CC1)C1=NN(C=N1)C1CC2(CN(C2)C(=O)N2CC3(C2)CC(C3)CN3C=NC(=C3)C(F)(F)F)C1 [6-[3-(1-hydroxycyclopropyl)-1,2,4-triazol-1-yl]-2-azaspiro[3.3]heptan-2-yl]-[6-[[4-(trifluoromethyl)imidazol-1-yl]methyl]-2-azaspiro[3.3]heptan-2-yl]methanone